[Si](C)(C)(C(C)(C)C)OCCC(=O)C1=NC=CC=C1 3-((tert-butyldimethylsilyl)oxy)-1-(pyridin-2-yl)propan-1-one